2-{[4-fluoro-3-(trifluoromethyl)phenyl]amino}-4-[(1-oxo-1,2,3,4-tetrahydroisoquinolin-5-yl)amino]pyrimidine-5-carboxamide FC1=C(C=C(C=C1)NC1=NC=C(C(=N1)NC1=C2CCNC(C2=CC=C1)=O)C(=O)N)C(F)(F)F